4-(cyclohexylamino)-2-((4-(3,5-dimethylisoxazol-4-yl)-3-methoxyphenyl)amino)-7H-pyrrolo[2,3-d]pyrimidine-5-carbonitrile C1(CCCCC1)NC=1C2=C(N=C(N1)NC1=CC(=C(C=C1)C=1C(=NOC1C)C)OC)NC=C2C#N